[N+](=O)([O-])C1=C([O-])C=CC=C1 Nitrophenoxid